[C@H]12[C@@H](C[C@H](CC1)O2)N (1R,2R,4S)-7-oxabicyclo[2.2.1]heptan-2-amine